I.BrC1=C2C=CNC2=CC(=C1OC=1C=C(C(=N)SC)C=CC1)F methyl 3-((4-bromo-6-fluoro-1H-indol-5-yl)oxy)benzimidothioate hydroiodide